6-methylpyrazine-2-carboxamide CC1=CN=CC(=N1)C(=O)N